(1R)-6-chloro-N-[2,4-difluoro-3-(2-{[1-(oxolan-3-yl)piperidin-4-yl]amino}quinazolin-6-yl)phenyl]-1-hydroxy-2,3-dihydro-1H-indene-4-sulfonamide ClC=1C=C(C=2CC[C@H](C2C1)O)S(=O)(=O)NC1=C(C(=C(C=C1)F)C=1C=C2C=NC(=NC2=CC1)NC1CCN(CC1)C1COCC1)F